C(C)(C)(C)C1=NC(=NO1)C(=O)NCC1=C(C=C(C=C1)C1=NC=NN2C1=CC(=C2)C=2C=NN(C2)C)OC 5-(tert-butyl)-N-(2-methoxy-4-(6-(1-methyl-1H-pyrazol-4-yl)pyrrolo[2,1-f][1,2,4]triazin-4-yl)benzyl)-1,2,4-oxadiazole-3-carboxamide